N[C@H]1[C@H](N(CC1)C1=NC(=CC(=C1C#N)C(F)(F)F)C)C(=O)N(C([2H])([2H])[2H])C1=C(C=C(C(=C1)Cl)F)F (2S,3R)-3-amino-N-(5-chloro-2,4-difluorophenyl)-1-(3-cyano-6-methyl-4-(trifluoromethyl)pyridin-2-yl)-N-(methyl-d3)pyrrolidine-2-carboxamide